FC1=NC=CC(=C1C1CCC(CC1)CC(=O)OCC)C ethyl 2-(4-(2-fluoro-4-methylpyridin-3-yl)cyclohexyl)acetate